C(C1=CC=CC=C1)N1CCN(C2=CC=CC=C12)C1=CC=NC=C1 benzyl-4-(pyridin-4-yl)-1,2,3,4-tetrahydroquinoxaline